C(CCC)N(S(=O)(=O)C1=CC=C(C=C1)Cl)CCCC N,N-dibutyl-4-chlorobenzenesulfonamide